3-(3-ethynylbenzyl)-5-(4-fluoro-3-methoxybenzylidene)thiazolidine-2,4-dione C(#C)C=1C=C(CN2C(SC(C2=O)=CC2=CC(=C(C=C2)F)OC)=O)C=CC1